tert-butyl (R)-3-(4-(3H-[1,2,3]triazolo[4,5-b]pyridin-3-yl)-2-fluoro-N-(6-(4,4,5,5-tetramethyl-1,3,2-dioxaborolan-2-yl)isoquinolin-1-yl)benzamido)piperidine-1-carboxylate N1=NN(C2=NC=CC=C21)C2=CC(=C(C(=O)N(C1=NC=CC3=CC(=CC=C13)B1OC(C(O1)(C)C)(C)C)[C@H]1CN(CCC1)C(=O)OC(C)(C)C)C=C2)F